Cl.NC1CCN(CC1)S(=O)(=O)C=1C=C(O[C@H](CN2CCC(CC2)C2=CC=C3C(=NN(C3=C2)C)N2C(NC(CC2)=O)=O)C)C=CC1 (S)-1-(6-(1-(2-(3-((4-aminopiperidin-1-yl)sulfonyl)phenoxy)propyl)piperidin-4-yl)-1-methyl-1H-indazol-3-yl)dihydropyrimidine-2,4(1H,3H)-dione hydrochloride